C(CCCCCCCCCCCCCCCCCCC)C(CCNCCC(CCCCCCCCCCCCCCCCCCCC)OCCCCCCCCCCCCCCCCCCCCCC)OCCCCCCCCCCCCCCCCCCCCCC di(arachidyl-behenyloxypropyl)amine